ClC1=C(C(=CC=2N(C(=NC21)C)C)C(F)(F)F)C2=CC=CN1C(=CC=C21)C(=O)C2=CC(=C(C(=C2)F)NC(\C=C\CN(C)C)=O)F (E)-N-(4-(8-(4-chloro-1,2-dimethyl-6-(trifluoromethyl)-1H-benzo[d]imidazol-5-yl)indolizine-3-carbonyl)-2,6-difluorophenyl)-4-(dimethylamino)but-2-enamide